FC1=C(C=C(C=C1)F)[C@@H]1N(C[C@H](C1)F)C1=NC=2N(C=C1)N=CC2/C=C/C2=CC=C(C=N2)O 6-((E)-2-(5-((2r,4S)-2-(2,5-difluorophenyl)-4-fluoropyrrolidin-1-yl)pyrazolo[1,5-a]pyrimidin-3-yl)vinyl)pyridin-3-ol